N-methoxy-N-methyl-1-(2,2,2-trifluoroethyl)-1H-pyrazole-4-carboxamide CON(C(=O)C=1C=NN(C1)CC(F)(F)F)C